P(=O)(=O)CCCCCC phospho-hexane